N-[(1S)-1-[[(3-amino-3-oxo-propyl)-(2-chloroacetyl)amino]carbamoyl]-3-methyl-butyl]carbamic acid benzyl ester C(C1=CC=CC=C1)OC(N[C@@H](CC(C)C)C(NN(C(CCl)=O)CCC(=O)N)=O)=O